2-Amino-5-nitrothiazole NC=1SC(=CN1)[N+](=O)[O-]